6-bromo-1-(tert-butoxycarbonyl)-5-((tert-butoxycarbonyl)amino)-1H-pyrrolo[3,2-b]pyridine-2-carboxylic acid BrC=1C=C2C(=NC1NC(=O)OC(C)(C)C)C=C(N2C(=O)OC(C)(C)C)C(=O)O